C(C#C)NC(=O)NN N-propargyl-N'-aminourea